C1(=CC=CC=C1)C=1C=C2C=3C4=C(C=CC3NC2=CC1)C1=C(S4)C=CC=C1 2-phenyl-5H-[1]benzothieno[3,2-c]carbazole